C(C)(C)(C)C=1C=C(C=C(C1O)C)CCC(=O)OCCOCCOCCOC(CCC1=CC(=C(C(=C1)C)O)C(C)(C)C)=O triethylene glycol bis[β-(3-tert-butyl-5-methyl-4-hydroxyphenyl) propionate]